(R)-1-(6-(trifluoromethyl)-1H-indazol-4-yl)ethan-1-amine hydrochloride Cl.FC(C1=CC(=C2C=NNC2=C1)[C@@H](C)N)(F)F